C(C)(C)(C)OOC(CC)(CCC(CC)(C)OOC(C)(C)C)C 3,6-bis(t-butyl-peroxy)-3,6-dimethyloctane